C(C)(C)(C)OC(=O)N[C@@H](CSCC(=O)OC)CC1=CC=CC=C1 (R)-methyl 2-((2-((tert-butoxycarbonyl)amino)-3-phenylpropyl)thio)acetate